(1R,4R,7R)-2-{2-[1-(cyclopropylmethyl)-6-(5-methoxypyridin-3-yl)-1H-pyrrolo[2,3-b]pyridin-2-yl]-7-methoxy-1-methyl-1H-1,3-benzodiazole-5-carbonyl}-2-azabicyclo[2.2.1]heptan-7-amine C1(CC1)CN1C(=CC=2C1=NC(=CC2)C=2C=NC=C(C2)OC)C2=NC1=C(N2C)C(=CC(=C1)C(=O)N1[C@@H]2CC[C@H](C1)[C@H]2N)OC